(R)-2-(1-methylpyrrolidin-2-yl)acetic acid CN1[C@H](CCC1)CC(=O)O